3,5-Difluoro-4-[[4-methyl-5-(8-quinolylmethyl)-1,2,4-triazol-3-yl]sulfanyl]benzol FC=1C=CC=C(C1SC1=NN=C(N1C)CC=1C=CC=C2C=CC=NC12)F